3-(5-(allyloxy)-1-oxoisoindolin-2-yl)piperidine-2,6-dione C(C=C)OC=1C=C2CN(C(C2=CC1)=O)C1C(NC(CC1)=O)=O